4-[4-[4-(hydroxyphenyl)-1-piperazinyl]phenyl]-2,4-dihydro-2-(1-methylpropyl)-3H-1,2,4-triazol-one OC1=C(C=CC=C1)N1CCN(CC1)C1=CC=C(C=C1)N1C(N(N=C1)C(CC)C)=O